ClCC1(C(C(CC1)CC1=CC=C(C=C1)F)(O)CN1N=CN=C1)C 2-chloromethyl-5-(4-fluorobenzyl)-2-methyl-1-(1H-1,2,4-triazol-1-ylmethyl)cyclopentan-1-ol